[Si](C1=CC=CC=C1)(C1=CC=CC=C1)(C(C)(C)C)O[C@H]1[C@H](O[C@@H]2[C@H]1O[C@@H]1[C@@H]([C@@H]2O[Si](C2=CC=CC=C2)(C2=CC=CC=C2)C(C)(C)C)O[C@H](CC1)C(C)O)CC(C=C)O[Si](CC)(CC)CC (2R,3S,3aR,4aS,7R,8aS,9S,9aR)-3,9-bis((tert-butyldiphenylsilyl)oxy)-2-(2-((triethylsilyl)oxy)but-3-en-1-yl)decahydrofuro[3,2-b]pyrano[2,3-e]pyran-7-ylethanol